(S)-N-(4-(1-Acetyl-2-methyl-1,2,3,4-tetrahydroquinolin-6-yl)benzyl)-6-(2-aminopyrimidin-5-yl)-8-(piperidin-1-yl)imidazo[1,2-a]pyrazine-2-carboxamide C(C)(=O)N1[C@H](CCC2=CC(=CC=C12)C1=CC=C(CNC(=O)C=2N=C3N(C=C(N=C3N3CCCCC3)C=3C=NC(=NC3)N)C2)C=C1)C